COC=1C=C(C(=O)C(CC)(N(C)C)CC2=CC=CC=C2)C=CC1OC (3,4-dimethoxy-benzoyl)-1-benzyl-1-di-methylaminopropane